N1SSC2=C1C1=CC=CC=C1C=C2 naphthodithiaazole